4,4-di-tert-butylbipyridyl C(C)(C)(C)C1(CC(=NC=C1)C1=NC=CC=C1)C(C)(C)C